1-(1-methyl-1H-pyrazol-5-yl)-3-(4-(4-morpholinyl-6-(5-(morpholinylmethyl)thiophen-2-yl)-1,3,5-triazin-2-yl)phenyl)urea CN1N=CC=C1NC(=O)NC1=CC=C(C=C1)C1=NC(=NC(=N1)N1CCOCC1)C=1SC(=CC1)CN1CCOCC1